NC1=NN(C=C1CNC1CCN(CC1)C=1C(=NC=CC1C)OC)C (3-Amino-1-methyl-1H-pyrazol-4-ylmethyl)-(2'-methoxy-4'-methyl-3,4,5,6-tetrahydro-2H-[1,3']bipyridinyl-4-yl)-amine